C1=CC=CC=2C3=CC=CC=C3C(C12)COC(=O)NC(CC(=O)OC1=C(C(=C(C(=C1F)F)F)F)F)CC(=O)OC1=C(C(=C(C(=C1F)F)F)F)F bis(perfluorophenyl) 3-((((9H-fluoren-9-yl)methoxy)carbonyl)amino)pentanedioate